CC=1N=C(C=2N(C1)C=C(N2)NC(=O)C=2SC(=CC2F)N2CC(NCC2)C)C N-[6,8-dimethylimidazo[1,2-a]pyrazin-2-yl]-3-fluoro-5-(3-methylpiperazin-1-yl)thiophene-2-carboxamide